Sodium 4-(5-(3-((2-(3-carboxylatopropanoyl)-5-methoxythieno[2,3-b]pyridin-6-yl) oxy) propoxy)-6-methoxyisoindolin-2-yl)-4-oxobutanoate C(=O)([O-])CCC(=O)C1=CC=2C(=NC(=C(C2)OC)OCCCOC=2C=C3CN(CC3=CC2OC)C(CCC(=O)[O-])=O)S1.[Na+].[Na+]